17-(docos-13-enoyloxy)-heptadecanoic acid C(CCCCCCCCCCCC=CCCCCCCCC)(=O)OCCCCCCCCCCCCCCCCC(=O)O